R-Phenyl-Ethyl-Amine C1(=CC=CC=C1)NCC